2-ethylhexylpalmitate C(C)C(COC(CCCCCCCCCCCCCCC)=O)CCCC